(4,4-difluorocyclohexyl)(4-((5-(3-(2,2-difluoroethyl)-2-methyl-3H-imidazo[4,5-b]pyridin-5-yl)pyrrolo[2,1-f][1,2,4]triazin-2-yl)amino)piperidin-1-yl)methanone FC1(CCC(CC1)C(=O)N1CCC(CC1)NC1=NN2C(C=N1)=C(C=C2)C2=CC=C1C(=N2)N(C(=N1)C)CC(F)F)F